FC1(CC2(CC1)CC(N(CC2)CC2=C1C=CN(C1=C(C=C2OC)C)C(=O)OC(C)(C)C)C2=CC=C(C=C2)C(=O)OC)F (±)-tert-butyl 4-((2,2-difluoro-7-(4-(methoxycarbonyl)phenyl)-8-azaspiro[4.5]decan-8-yl)methyl)-5-methoxy-7-methyl-1H-indole-1-carboxylate